2,6-Dichlorobenzoyloxymethylketon ClC1=C(C(=O)OCC(=O)COC(C2=C(C=CC=C2Cl)Cl)=O)C(=CC=C1)Cl